2-(4-(3,4,5-tris((6-bromohexyl)oxy)styryl)phenyl)thiophene BrCCCCCCOC=1C=C(C=CC2=CC=C(C=C2)C=2SC=CC2)C=C(C1OCCCCCCBr)OCCCCCCBr